BrC=1C=C2C(N(C(=NC2=CC1)[C@@H](CCC)[C@@H]1CCN([C@@H](CC1)C)C)CC)=O 6-bromo-2-((S)-1-((4S,7R)-1,7-dimethylazepan-4-yl)butyl)-3-ethylquinazolin-4(3H)-one